CN1N=C(C(=C1OC[C@@H](C)NC)C=1C=C2C(=CN1)N(N=C2C=C)C2OCCCC2)C (2R)-1-[2,5-dimethyl-4-(1-tetrahydropyran-2-yl-3-vinyl-pyrazolo[3,4-c]pyridin-5-yl)pyrazol-3-yl]oxy-N-methyl-propan-2-amine